5,8-dibromo-3,3-dimethyl-2,3-dihydro-1H-phenalene-4,7-diol BrC1=C(C=2C(CCC3=CC(=C(C(=C1)C32)O)Br)(C)C)O